CCC1=C(C2=CC3=NC(=CC4=NC(=CC5=C(C(=C(N5C)C=C1N2)C)CC)C(=C4CCC(=O)O)C)C(=C3C)CCC(=O)O)C 3-[18-(2-carboxyethyl)-7,12-diethyl-3,8,13,17,22-pentamethyl-23H-porphyrin-2-yl]propanoic acid